(2-(3-benzyloxy-4-methoxyphenyl)-2-oxoethyl)-2,6-dimethylpyridin-4(1H)-one C(C1=CC=CC=C1)OC=1C=C(C=CC1OC)C(CN1C(=CC(C=C1C)=O)C)=O